N-(6-(2H-1,2,3-triazol-2-yl)-5-(trifluoromethyl)pyridin-3-yl)-4-(3-bromopyridin-4-yl)-2-chlorobenzamide N=1N(N=CC1)C1=C(C=C(C=N1)NC(C1=C(C=C(C=C1)C1=C(C=NC=C1)Br)Cl)=O)C(F)(F)F